OC=1C(C=CC=C(C1)OC1CC2(CC2)C1)=O 2-hydroxy-4-(spiro[2.3]hexan-5-yloxy)cyclohepta-2,4,6-trien-1-one